tert-butyl 2-{[5-(trifluoromethyl)pyridin-2-yl]oxy}-6-azaspiro[3.5]nonane-6-carboxylate FC(C=1C=CC(=NC1)OC1CC2(C1)CN(CCC2)C(=O)OC(C)(C)C)(F)F